benzo[d]thiazol-2-ylmethylamine hydrobromide Br.S1C(=NC2=C1C=CC=C2)CN